6-(3-(2-(2H-1,2,3-triazol-2-yl)propan-2-yl)-1-cyclopropyl-1H-pyrazol-5-yl)-N2-ethyl-3-(trifluoromethyl)pyrazine-2,6-diamine N=1N(N=CC1)C(C)(C)C1=NN(C(=C1)C1(C=NC(=C(N1)NCC)C(F)(F)F)N)C1CC1